BrC1=C(C(=CC=C1)F)B(C1=C(C(=CC=C1F)F)F)C1=C(C(=CC=C1F)F)F (2-bromo-6-fluorophenyl)bis(2,3,6-trifluorophenyl)borane